(2S)-2-[(2S)-2-{[(benzyloxy)carbonyl]amino}-4-methylpentanamido]-3-[(3S)-2-oxopyrrolidin-3-yl]propanoic acid C(C1=CC=CC=C1)OC(=O)N[C@H](C(=O)N[C@H](C(=O)O)C[C@H]1C(NCC1)=O)CC(C)C